tert-butyl (6-(N-(1-methylcyclopropyl)sulfamoyl)isoquinolin-3-yl)carbamate CC1(CC1)NS(=O)(=O)C=1C=C2C=C(N=CC2=CC1)NC(OC(C)(C)C)=O